The molecule is a diester that is diethyl succinate in which position 2 is substituted by a (dimethoxyphosphorothioyl)thio group. It is a diester, an ethyl ester and an organic thiophosphate. CCOC(=O)CC(C(=O)OCC)SP(=S)(OC)OC